CC=1C=C(C#N)C=CC1C1(CC2C(N(OC2(C)C)C)C(C1)C)C 3-Methyl-4-(1,3,3,5,7-pentamethyloctahydrobenzo[c]isoxazol-5-yl)benzonitril